isobenzofuran-1,3-dione C1(OC(C2=CC=CC=C12)=O)=O